N-((4-(2-amino-2-oxoethyl)tetrahydro-2H-pyran-4-yl)methyl)-4-((2-fluorophenyl)ethynyl)benzamide NC(CC1(CCOCC1)CNC(C1=CC=C(C=C1)C#CC1=C(C=CC=C1)F)=O)=O